FC(C1=NN(C=C1C1=NN2C(N=CC=C2)=C1C(=O)N)C1CCC(CC1)C=O)F [3-(difluoromethyl)-1-(4-formylcyclohexyl)pyrazol-4-yl]Pyrazolo[1,5-a]Pyrimidine-3-carboxamide